FC(C1=NC(=NO1)C=1C=C2CC[C@H](C2=CC1)NC(=O)C1=NN=NN1C)F (R)-N-(5-(5-(difluoromethyl)-1,2,4-oxadiazol-3-yl)-2,3-dihydro-1H-inden-1-yl)-1-methyl-1H-tetrazole-5-carboxamide